FC=1C=C(C=CC1N1C(=NC(=C1)C1=NC(=NC=C1C(F)(F)F)NC1CCN(CC1)S(=O)(=O)C)C)N1C[C@H](CC1)O (S)-1-(3-Fluoro-4-(2-methyl-4-(2-((1-(methylsulfonyl)piperidin-4-yl)amino)-5-(trifluoromethyl)pyrimidin-4-yl)-1H-imidazol-1-yl)phenyl)pyrrolidin-3-ol